CC1=NC2=CC=C(C=C2C(N1)=O)CN(C)C1=CC=C(S1)C(=O)N[C@@H](CCC(=O)O)C(=O)O N-(5-[N-(3,4-dihydro-2-methyl-1-4-oxoquinazolin-6-ylmethyl)-N-methylamino]-2-thenoyl)-L-glutamic acid